Cl.FC=1C=C2C(=CNC2=C(C1)F)NC1=NC2=C(N1NCC)C(=CC(=C2)C(F)(F)F)F N2-(5,7-difluoro-1H-indol-3-yl)-N1-ethyl-7-fluoro-5-(trifluoromethyl)-1H-benzo[d]imidazole-1,2-diamine hydrochloride